C(C1=CC=CC=C1)OC1=CC=C(C2=CC=CC=C12)C(C)=O 1-(4-benzyloxy-1-naphthyl)ethanone